N-(but-3-en-1-yl)-N-cyano-4-iodobenzamide C(CC=C)N(C(C1=CC=C(C=C1)I)=O)C#N